N-(tert-butoxycarbonyl)-O-(2-morpholinoethyl)-L-serine C(C)(C)(C)OC(=O)N[C@@H](COCCN1CCOCC1)C(=O)O